CC(CCCCCCCCC=CCCC=CCCCC(=O)O)C 19-methyl-5,9-eicosadienoic acid